5-(7-methoxy-2-methyl-2H-indazol-5-yl)-2-[3-(4-methylpiperazin-1-yl)-1,2,4-triazin-6-yl]pyridin-3-ol hydrochloride Cl.COC1=CC(=CC2=CN(N=C12)C)C=1C=C(C(=NC1)C1=CN=C(N=N1)N1CCN(CC1)C)O